1-Ethyl 2-[2-[2-[2-(2-tert-butoxy-2-oxo-ethoxy)ethoxy]ethoxy]ethoxy]acetate C(C)(C)(C)OC(COCCOCCOCCOCC(=O)OCC)=O